O=C1N(C(C2=CC=CC=C12)=O)[C@H]1C[C@H]2[C@@H](C[C@@H]3N(C1=O)[C@@H](CC3)C(=O)OCC3=CC=CC=C3)C2(F)F benzyl (3S,6S,7aS,8aR,9aR)-6-(1,3-dioxoisoindolin-2-yl)-8,8-difluoro-5-oxodecahydro-1H-cyclopropa[d]pyrrolo[1,2-a]azocine-3-carboxylate